3-(5-chloro-2-methoxypyridin-3-yl)-3-methyl-6-(trifluoromethyl)-1H-pyrrolo[3,2-c]pyridin ClC=1C=C(C(=NC1)OC)C1(CNC2=C1C=NC(=C2)C(F)(F)F)C